C(C)S(=O)(=O)NC1=CC=C(C=C1)C1=C(C(=NN1C)NC1=NC=CN=C1)C(=O)OCC ethyl 5-(4-(ethylsulfonamido)phenyl)-1-methyl-3-(pyrazin-2-ylamino)-1H-pyrazole-4-carboxylate